17-[2-(dimethylamino)ethyl]-14-fluoro-9-methyl-10-oxa-2,12,18,20-tetrazapentacyclo[9.7.1.14,7.02,8.015,19]icosa-1(18),11(19),12,14,16-pentaene-20-carboxylate CN(CCC1=CC2=C(C=NC=3OC(C4C5CCC(CN4C(=N1)C23)N5C(=O)[O-])C)F)C